O=C1NC(CCC1N1C(C2=CC=CC(=C2C1=O)NCC1=CC(=C(CN2CCN(CC2)C2=NC=C(C(=O)N)C=C2)C=C1)F)=O)=O 6-(4-(4-((2-(2,6-dioxopiperidin-3-yl)-1,3-dioxoisoindolin-4-ylamino)methyl)-2-fluorobenzyl)piperazin-1-yl)nicotinamide